TETRAHYDRO-IMIDAZOQUINOLINE N1CNC2CC=C3C=CC=NC3=C21